tert-butyl 2-(2,2-difluoroethyl)-2,8-diazaspiro[4.5]decane-8-carboxylate FC(CN1CC2(CC1)CCN(CC2)C(=O)OC(C)(C)C)F